C(=O)[O-].C(=O)[O-].C(C)[Sn+2]CC diethyl-tin diformate